FC1(CC(C1)NC=1C=CC(=NC1NC1CC(C1)(F)F)CC(CC)=O)F 1-[5,6-Bis[(3,3-difluorocyclobutyl)amino]-2-pyridinyl]butanone